(1S,2R)-2-{[(2-{6-Cyclopropyl-4-[4-fluoro-2-(4-methyl-1,2,4-triazol-3-yl)phenyl]pyridin-2-yl}-6,7-difluoro-1,3-benzoxazol-5-yl)methyl]amino}cyclopentan-1-ol C1(CC1)C1=CC(=CC(=N1)C=1OC2=C(N1)C=C(C(=C2F)F)CN[C@H]2[C@H](CCC2)O)C2=C(C=C(C=C2)F)C2=NN=CN2C